1-methyl-3-(((3R,4S)-4-methyltetrahydrofuran-3-yl)oxy)-1H-pyrazol-4-amine CN1N=C(C(=C1)N)O[C@H]1COC[C@@H]1C